O(C1=CC=CC=C1)CCO 2-PHENOXYETHANOL